BrC(C(=O)C1=NC=C(C=C1)Br)(C)C 2-bromo-1-(5-bromopyridin-2-yl)-2-methylpropan-1-one